ClC=1N=C(C2=C(N1)N(C=C2)[C@@H]2[C@H]([C@H]([C@H](C2=O)COCP(O)(O)=O)O)O)N2CCCC2 ({[(2R,3S,4R,5R)-5-[2-chloro-4-(pyrrolidin-1-yl)-7H-pyrrolo[2,3-d]pyrimidin-7-yl]-3,4-dihydroxyoxocyclopent-2-yl]methoxy}methyl)phosphonic acid